N'-acetyl-2-(5-fluoro-2-oxo-1-(1-(4-(propan-2-ylidene)cyclohexyl)piperidin-4-yl)indolin-3-yl)acetohydrazide C(C)(=O)NNC(CC1C(N(C2=CC=C(C=C12)F)C1CCN(CC1)C1CCC(CC1)=C(C)C)=O)=O